rac-tert-butyl (1R,2S,3R,5S)-2-amino-3-(difluoromethoxy)-8-azabicyclo[3.2.1]octane-8-carboxylate N[C@H]1[C@H]2CC[C@@H](C[C@H]1OC(F)F)N2C(=O)OC(C)(C)C |r|